di-(ortho-carboxyphenyl) disulfide C(=O)(O)C1=C(C=CC=C1)SSC1=C(C=CC=C1)C(=O)O